[F-].C(CCCCCCCCCC)[NH+]1C(=CC=C1)CC Undecyl-2-ethylpyrrolium fluoride